N1(CCCCC1)CCC(=O)O 1-PiperidinePropionic Acid